6-[4-[(3,4-dimethoxyphenyl)-(3-pyridyl)methyl]piperidine-1-carbonyl]-4H-1,4-benzoxazin-3-one COC=1C=C(C=CC1OC)C(C1CCN(CC1)C(=O)C=1C=CC2=C(NC(CO2)=O)C1)C=1C=NC=CC1